C1(CCCC1)=C1C(C(CC1)=C1CCCC1)=O 2,5-dicyclopentylidenecyclopentan-1-one